(S)-tertiary Butyl-2-vinylpyrrolidine-1-carboxylate C(C)(C)(C)OC(=O)N1[C@@H](CCC1)C=C